5-(2-phenyl-1H-imidazole-5-carboxamido)pyridine-3-sulfonyl chloride C1(=CC=CC=C1)C=1NC(=CN1)C(=O)NC=1C=C(C=NC1)S(=O)(=O)Cl